methyl-pyrrolidine-1,2-dicarboxylic acid CC1(N(CCC1)C(=O)O)C(=O)O